NC1=NN(C=C1C=1C=C2CCNC(C2=CC1)=O)C=1C=C(C=CC1)NC(C(=C)F)=O N-(3-(3-amino-4-(1-oxo-1,2,3,4-tetrahydroisoquinolin-6-yl)-1H-pyrazol-1-yl)phenyl)-2-fluoroacrylamide